C1(=C(C=CC2=CC=CC=C12)OC1=CC=CC=2C3=C(OC21)C(=CC=C3)CO)C3=C(C=CC2=CC=CC=C32)OC3=CC=CC=2C1=C(OC23)C(=CC=C1)CO {[1,1'-binaphthalene]-2,2'-diylbis(oxydibenzo[b,d]furan-6,4-diyl)}dimethanol